10,10'-(4-([1,1':3',1''-terphenyl]-2'-yl)-3,5-di(9H-carbazol-9-yl)pyridine-2,6-diyl)bis(10H-phenothiazine) C1(=CC=CC=C1)C1=C(C(=CC=C1)C1=CC=CC=C1)C1=C(C(=NC(=C1N1C2=CC=CC=C2C=2C=CC=CC12)N1C2=CC=CC=C2SC=2C=CC=CC12)N1C2=CC=CC=C2SC=2C=CC=CC12)N1C2=CC=CC=C2C=2C=CC=CC12